ClC=1C=C(C=CC1CO)NC(=O)C=1C(=NN(C1)C1=CC=C(C=C1)F)C N-(3-chloro-4-(hydroxymethyl)phenyl)-1-(4-fluorophenyl)-3-methyl-1H-pyrazole-4-carboxamide